COC(C1=CC(=C(C=C1)CO)NC(C)=O)=O 3-acetamido-4-(hydroxymethyl)benzoic acid methyl ester